BrC=1C=CC2=C(N(C=N2)C2=CC(=CC=C2)OC)C1 6-bromo-1-(3-methoxyphenyl)-1H-1,3-benzodiazole